2-((E)-1,2-dihydroxycyclooct-3-en-1-yl)-N-(2-(2,5-dioxo-2,5-dihydro-1H-pyrrol-1-yl)ethyl)acetamide OC1(C(\C=C\CCCC1)O)CC(=O)NCCN1C(C=CC1=O)=O